ClC1=NC(=CC(=C1)C=1N(CCOC1)C(=O)OC(C)(C)C)Cl tert-butyl 5-(2,6-dichloropyridin-4-yl)-2H-1,4-oxazine-4(3H)-carboxylate